N1(CCNCC1)C(=O)OC methyl (3S)-piperazine-1-carboxylate